N1(CCOCC1)CCS(=O)(=O)O 2-(N-morpholinyl)-ethanesulfonic acid